C(=O)O.S1C(=NC2=C1C=CC=C2)N benzo[d][1,3]thiazolin-2-amine formate